OC(CN(CCN(CCN(CC(C)O)CC(C)O)CC(C)O)CC(C)O)C N,N,N',N'',N''-Pentakis(2-hydroxypropyl)diethylene-triamine